C[Si](O[Si](CCCC=C(C(=O)O)C)(O[Si](C)(C)C)O[Si](C)(C)C)(C)C.C(C(=C)C)(=O)OCCC[Si](O[Si](C)(C)C)(O[Si](C)(C)C)O[Si](C)(C)C 3-[tris(trimethylsiloxy)silyl]propyl methacrylate (3-[tris(trimethylsiloxy)silyl]propyl methacrylate)